CC1(NC(CC(C1)CCCCN)(C)C)C (2,2,6,6-tetramethylpiperidin-4-yl)butylamine